Z-1,1,1,2,3,4,4,4-octafluoro-2-butene FC(/C(=C(\C(F)(F)F)/F)/F)(F)F